[N+](=O)([O-])C1=C(C=CC(=C1)C(F)(F)F)OCC1=C(C=CC=C1)Br 2-bromobenzyl 2-nitro-4-(trifluoromethyl)phenyl ether